CNC=1SC2=C(N1)C=C(C=C2)B2OC(C(O2)(C)C)(C)C N-methyl-5-(4,4,5,5-tetramethyl-1,3,2-dioxaborolan-2-yl)-1,3-benzothiazol-2-amine